3,7,10,10-tetramethyl-12-oxabicyclo[9.1.0]dodeca-3,7-diene CC=1CC2OC2C(CC=C(CCC1)C)(C)C